(3R)-3-(2-(3-((tert-butyldiphenylsilyl)oxy)pyrrolidine-1-carbonyl)-6-chloro-1,2,3,4-Tetrahydroisoquinolin-8-yl)morpholine-4-carboxylate [Si](C1=CC=CC=C1)(C1=CC=CC=C1)(C(C)(C)C)OC1CN(CC1)C(=O)N1CC2=C(C=C(C=C2CC1)Cl)[C@H]1N(CCOC1)C(=O)[O-]